C(C)(C)(C)C1N(CCC1C1NCCC2=CC=C(C=C12)OC1=CC=C(C=C1)C(F)(F)F)C(=O)OCC1=C(C=C(C=C1)OCC1=CC(=CC=C1)F)Cl (2-chloro-4-(3-fluorobenzyloxy)phenyl)methanol tert-butyl-3-(7-(4-(trifluoromethyl)phenoxy)-1,2,3,4-tetrahydroisoquinolin-1-yl)pyrrolidine-1-carboxylate